C(C)OC(\C(=C(/C)\OC)\C(C)=O)=O (E)-2-acetyl-3-methoxy-but-2-enoic acid ethyl ester